FC=1C=CC(=C2N=CC=NC12)C1CC(CC(C1)C)NCCOC 3-(8-fluoroquinoxaline-5-yl)-N-(2-methoxyethyl)-5-methylcyclohexan-1-amine